N/C(=C/C(=O)OCC)/C1=CC=CC=C1 ethyl (E)-3-amino-3-phenylacrylate